FC(C1=CN=C2N1N=C(C=C2)C2=CNC=1N=C(N=CC12)NCCC(F)(F)F)F 5-(3-(difluoromethyl)imidazo[1,2-b]pyridazin-6-yl)-N-(3,3,3-trifluoropropyl)-7H-pyrrolo[2,3-d]pyrimidin-2-amine